(S)-quinuclidin-3-yl (6-(4-(methoxymethoxy)phenyl)-2,2-dimethyl-1,2,3,4-tetrahydronaphthalen-1-yl)carbamate COCOC1=CC=C(C=C1)C=1C=C2CCC(C(C2=CC1)NC(O[C@@H]1CN2CCC1CC2)=O)(C)C